N-(4-chloro-1-(3-fluoropropyl)-7-nitro-1H-indazol-3-yl)methanesulfonamide ClC1=C2C(=NN(C2=C(C=C1)[N+](=O)[O-])CCCF)NS(=O)(=O)C